6-fluoro-2-(prop-1-en-2-yl)-N-(1-(3,4,3-trimethoxyphenyl)-1H-imidazol-4-yl)quinazolin-4-amine FC=1C=C2C(=NC(=NC2=CC1)C(=C)C)NC=1N=CN(C1)C=1CC(C(=CC1)OC)(OC)OC